5,8,11,14-tetraoxaoctadecane CCCCOCCOCCOCCOCCCC